N=S(=O)(C)CC1CN(C1)CC1=CC=NC2=CC(=CC=C12)OC imino((1-((7-methoxyquinolin-4-yl)methyl)azetidin-3-yl)methyl)(methyl)-λ6-sulfanone